2,5-dichloro-4-methyl-6-[[4-[1-methyl-4-(trifluoromethyl)imidazol-2-yl]phenyl]methoxy]pyrimidine ClC1=NC(=C(C(=N1)C)Cl)OCC1=CC=C(C=C1)C=1N(C=C(N1)C(F)(F)F)C